Cl.C(CCCCCCCCC)(=O)O decanoic acid hydrochloride salt